2-carboxyl-[1,1'-biphenyl]-4,4'-dicarboxylic acid C(=O)(O)C1=C(C=CC(=C1)C(=O)O)C1=CC=C(C=C1)C(=O)O